[C@@H]1([C@H](O)[C@H](O)[C@H](O1)CO)N1C2=NC=NC(=C2N=C1)N(C(=O)N[C@@H]([C@H](O)C)C(=O)O)C N-((9-beta-ribofuranosyl-purin-6-yl)N-methyl-carbamoyl)threonine